N1=C(C=C(C=C1)C(=O)OC)C(=O)OC dimethyl pyridine-2,4-dicarboxylate